N-{bicyclo[1.1.1]pentan-1-yl}-6-cyanopyridine-3-carboxamide C12(CC(C1)C2)NC(=O)C=2C=NC(=CC2)C#N